1-[1-[2-amino-4-(trifluoromethoxy)benzoyl]-4-piperidyl]-6-(tetrahydrofuran-3-ylmethyl)-3H-imidazo[4,5-b]pyridin-2-one NC1=C(C(=O)N2CCC(CC2)N2C(NC3=NC=C(C=C32)CC3COCC3)=O)C=CC(=C1)OC(F)(F)F